S=C[C@H](O)[C@@H](O)[C@H](O)[C@H](O)CO 1-thio-D-glucose